CC1=CC(=NC=C1OC1=CC(=C2C(=N1)N(C=N2)C)NC2=NC=C(C=C2)S(=O)(=O)C)C#N 4-methyl-5-[3-methyl-7-[(5-methylsulfonyl-2-pyridyl)amino]imidazo[4,5-b]pyridin-5-yl]oxy-pyridine-2-carbonitrile